[Cl-].C[N+](CCC[Si](OC)(OC)OC)(CCCCCCCCCCCCCCCCCC)C dimethyl-octadecyl-[3-trimethoxysilylpropyl]ammonium chloride